3-(2-hydroxy-6-methyl-4-(trifluoromethyl)phenyl)-5-methyl-8-((R)-piperidin-3-yl)-5,6,7,8-tetrahydropyrido[2,3-c]pyridazin-5-ol OC1=C(C(=CC(=C1)C(F)(F)F)C)C1=CC2=C(N=N1)N(CCC2(O)C)[C@H]2CNCCC2